[5-(BUTYLCARBAMOYL)-2-FLUOROPHENYL]BORONIC ACID C(CCC)NC(=O)C=1C=CC(=C(C1)B(O)O)F